cholestanon CC(C)CCCC(C)[C@H]1CC[C@@H]2[C@@]1(CC[C@@H]3[C@H]2CC[C@@H]4[C@]3(CCC(=O)C4)C)C